4-((pyridin-4-ylmethoxy)methyl)piperidine-1-carboxylic acid tert-butyl ester C(C)(C)(C)OC(=O)N1CCC(CC1)COCC1=CC=NC=C1